(2-benzyloxy-4,6-dihydroxy-3-methyl-phenyl)-(6-methoxy-3,4-dihydro-1H-isoquinolin-2-yl)methanone C(C1=CC=CC=C1)OC1=C(C(=CC(=C1C)O)O)C(=O)N1CC2=CC=C(C=C2CC1)OC